N-(2,6-dimethylphenyl)-1-(2-(2,3,4-trimethylcyclopenta-1,3-dien-1-yl)phenyl)methanimine CC1=C(C(=CC=C1)C)N=CC1=C(C=CC=C1)C1=C(C(=C(C1)C)C)C